COC1=CC=C2C(C(=C(OC2=C1C)C)C1=CC=CC=C1)=O 7-methoxy-2,8-dimethyl-3-phenyl-4H-chromen-4-one